2-(4-cyclopentyl-2-(2-isopropylphenyl)piperazin-1-yl)-7-azaspiro[3.5]nonane C1(CCCC1)N1CC(N(CC1)C1CC2(C1)CCNCC2)C2=C(C=CC=C2)C(C)C